5-(1-isopropyl-1H-benzo[d][1,2,3]triazol-5-yl)-3-(3-methoxyphenyl)-1,2,4-oxadiazole C(C)(C)N1N=NC2=C1C=CC(=C2)C2=NC(=NO2)C2=CC(=CC=C2)OC